N-(4-bromo-5-methylthiazol-2-yl)-2-nitrobenzamide BrC=1N=C(SC1C)NC(C1=C(C=CC=C1)[N+](=O)[O-])=O